tris(4-methylpentyl)silane CC(CCC[SiH](CCCC(C)C)CCCC(C)C)C